COC(=O)C1=CC2=CN(N=C2C=C1OC)C1CCC(CC1)(C)O 2-(4-hydroxy-4-methylcyclohexyl)-6-methoxy-2H-indazole-5-carboxylic acid methyl ester